(S)-N-((2-oxabicyclo[2.1.1]hexane-4-yl)methyl)-4-(5-(5-fluoro-2-methoxypyridin-4-yl)-1H-pyrazole-3-carbonyl)-4-azaspiro[2.5]octane-7-carboxamide C12OCC(C1)(C2)CNC(=O)[C@H]2CCN(C1(CC1)C2)C(=O)C2=NNC(=C2)C2=CC(=NC=C2F)OC